NC1=C(C(=O)NCC2=CC(=CC(=C2)C=2C=NN(C2)C2=CC=C(C=C2)F)Cl)C=CN=C1NCC1=C(C=C(C=C1)OC)OC 3-Amino-N-(3-chloro-5-(1-(4-fluorophenyl)-1H-pyrazol-4-yl)benzyl)-2-((2,4-dimethoxybenzyl)amino)isonicotinamide